C(C)C=1C(NC2=CC(=CC=C2N1)CN1CCN(CC1)S(=O)(=O)C)=O 3-ethyl-7-((4-(methyl-sulfonyl)piperazin-1-yl)methyl)quinoxaline-2(1H)-one